5-bromo-N,N-bis[(4-methoxyphenyl)methyl]pyrazin-2-amine BrC=1N=CC(=NC1)N(CC1=CC=C(C=C1)OC)CC1=CC=C(C=C1)OC